5-Bromo-7-chloro-3-methyl-3,4-dihydroquinazolin BrC1=C2CN(C=NC2=CC(=C1)Cl)C